C(C(C)C)[C@H](NC(OCC1=CC=CC=C1)=O)C(N[C@H](C(OC(CCCCC)=O)S(=O)(=O)[O-])C[C@H]1C(NCC1)=O)=O.[Na+] Sodium (5S,8S)-5-isobutyl-3,6,11-trioxo-8-(((S)-2-oxopyrrolidin-3-yl)methyl)-1-phenyl-2,10-dioxa-4,7-diazahexadecane-9-sulfonate